2-[2-chloro-4-(methylsulfonyl)-3-(morpholin-4-ylmethyl)benzoyl]-3-hydroxycyclohex-2-en-1-one, 1-(2-carboxyethyl)-4-(pyrimidine-2-yl)pyridazin-1-ium salt C(=O)(O)CC[N+]1=NC=C(C=C1)C1=NC=CC=N1.ClC1=C(C(=O)C=2C(CCCC2O)=O)C=CC(=C1CN1CCOCC1)S(=O)(=O)C